(((3,6-dichloro-4-ethynyl-1,2-phenylene)bis(oxy))bis(methylene))bis(methoxybenzene) ClC=1C(=C(C(=CC1C#C)Cl)OCC1=C(C=CC=C1)OC)OCC1=C(C=CC=C1)OC